NC1CCN(CC1)CC1=CC=C(CC=2N=C3C(=NC(=NN3C2)OCCCC)N)C=C1 (4-((4-aminopiperidin-1-yl)methyl)benzyl)-2-butoxyimidazo[2,1-f][1,2,4]triazin-4-amine